2-azabicyclo[3.3.0]octane-3-carboxylic acid C12NC(CC2CCC1)C(=O)O